CC=1N=C(C2=C(N(C3=CC=CC=C23)CC(=O)OC(C)(C)C)N1)N methyl-4-amino-9-(2-(tert-butoxy)-2-oxoethyl)-9H-pyrimido[4,5-b]indole